CN1N=CC2=CC(=CC=C12)NC1=NC=C2C(=N1)N(N(C2=O)CC=C)C2=NC(=CC=C2)N[C@H]2CN(CC2)C(C)C 6-[(1-methyl-1H-indazol-5-yl)amino]-2-(prop-2-en-1-yl)-1-(6-{[(3R)-1-(propan-2-yl)pyrrolidin-3-yl]amino}pyridin-2-yl)-1H,2H,3H-pyrazolo[3,4-d]pyrimidin-3-one